N-((1S)-(4,4-difluorocyclohexyl)(6-(((5R)-2-oxo-5-(trifluoromethyl)piperidin-3-yl)methyl)imidazo[1,2-b]pyridazin-2-yl)methyl)-3-(trifluoromethyl)isoxazole-4-carboxamide FC1(CCC(CC1)[C@H](NC(=O)C=1C(=NOC1)C(F)(F)F)C=1N=C2N(N=C(C=C2)CC2C(NC[C@@H](C2)C(F)(F)F)=O)C1)F